3-dihydrobenzofurancarboxaldehyde O1CC(C2=C1C=CC=C2)C=O